NC=1C=C(C(=NC1OC)CC#N)F 2-(5-amino-3-fluoro-6-methoxy-2-pyridinyl)acetonitrile